trimethyl-(2-trimethylsilyloxy-cyclobuten-1-yl)oxy-silane C[Si](OC1=C(CC1)O[Si](C)(C)C)(C)C